4-(ethoxycarbonyl)-3-(methyl-d3)-1,2,5-oxadiazole 2-oxide C(C)OC(=O)C=1C(=[N+](ON1)[O-])C([2H])([2H])[2H]